FC=1C=C2C(=C(/C(/C2=CC1)=C/C1=CC=C(C=C1)OC1=CC(=CC=C1)C)C)CC(=O)O 2-[(1Z)-5-fluoro-2-methyl-1-{[4-(3-methylphenoxy)phenyl]methylidene}-1H-inden-3-yl]acetic acid